6-methoxy-1,2,3,4-tetrahydro-isoquinoline-1-carboxamide COC=1C=C2CCNC(C2=CC1)C(=O)N